N=1C=2C(C=CC1)=COC2 Furano[3,4-b]pyridin